ClC=1C(=C(C(=O)O)C(=CC1)N[C@H](C)C1=C2N=C(C(=NC2=CC(=C1)C)C#N)N1CCC(CC1)(F)F)C#N (R)-3-chloro-2-cyano-6-((1-(2-cyano-3-(4,4-difluoropiperidin-1-yl)-7-methylquinoxalin-5-yl)ethyl)amino)benzoic acid